C1(CC1)C(=O)OC methyl cyclopropanate